2-[2-(4-benzo[d]isoxazol-3-yl-piperidin-1-yl)-ethyl]-6-methyl-3,4-dihydro-2H-pyrrolo[1,2-a]pyrazin-1-one O1N=C(C2=C1C=CC=C2)C2CCN(CC2)CCN2C(C=1N(CC2)C(=CC1)C)=O